C1(=CC=CC=C1)CS(=O)(=O)NC1=C(C(=C(C=C1F)C1=CC2=C(N=C(N=C2)NC2CCC(CC2)O)N(C1=O)C(C)C)F)F 1-phenyl-N-(2,3,6-trifluoro-4-(2-(((1r,4r)-4-hydroxycyclohexyl)amino)-8-isopropyl-7-oxo-7,8-dihydropyrido[2,3-d]pyrimidin-6-yl)phenyl)methanesulfonamide